FC=1C=C(/C=C/C2=NC=CC3=CC=CC=C23)C=C(C1)C (E)-1-(3-fluoro-5-METHYLSTYRYL)isoquinoline